1-(1-acetylisoquinolin-5-yl)-N-(5-chloro-6-(2H-1,2,3-triazol-2-yl)pyridin-3-yl)-5-(trifluoromethyl)-1H-pyrazole-4-carboxamide C(C)(=O)C1=NC=CC2=C(C=CC=C12)N1N=CC(=C1C(F)(F)F)C(=O)NC=1C=NC(=C(C1)Cl)N1N=CC=N1